dimethyl (3-((6-amino-2-(methylsulfonyl)-8-(trifluoromethyl)-9H-purin-9-yl)methyl)benzyl)phosphonate NC1=C2N=C(N(C2=NC(=N1)S(=O)(=O)C)CC=1C=C(CP(OC)(OC)=O)C=CC1)C(F)(F)F